(3R)-1-[(4R)-7,8-difluoro-3,4-dihydro-1H-2-benzopyran-4-yl]-3-(2-isopropoxyphenyl)piperazine FC1=C(C2=C([C@H](COC2)N2C[C@H](NCC2)C2=C(C=CC=C2)OC(C)C)C=C1)F